5-Bromobenzo[b]thiophene-3-carboxylic acid BrC1=CC2=C(SC=C2C(=O)O)C=C1